6-bromo-4-methyl-1-(tetrahydro-2H-pyran-2-yl)-1H-benzo[d]Imidazole BrC=1C=C(C2=C(N(C=N2)C2OCCCC2)C1)C